C(C)OC(=O)C1=C(C=C(C=C1F)B(O)O)F (4-(ethoxycarbonyl)-3,5-difluorophenyl)boronic acid